[N+](=O)([O-])C=1C(=C2C(=NC1)N(C=C2)S(=O)(=O)C2=CC=C(C)C=C2)NN2CCC(CC2)O 1-((5-nitro-1-p-toluenesulfonyl-1H-pyrrolo[2,3-b]pyridin-4-yl)amino)piperidin-4-ol